BrCC1C2(CC1C2)NC (bromomethyl)-N-methylbicyclo[1.1.1]pentan-1-amine